(1R,2S,6R,7R)-4-[(4-methoxyphenyl)methyl]-4-azatricyclo[5.2.2.02,6]undecane-3,5,8-trione COC1=CC=C(C=C1)CN1C([C@H]2[C@H]3CC([C@@H]([C@H]2C1=O)CC3)=O)=O